C(C=C)N1CCN(CC1)C([C@@H]([C@H]([C@@H]([C@@]1(OC(O[C@@H]1C)(C)C)COCC1=CC=CC=C1)OCC1=CC=CC=C1)OCC1=CC=CC=C1)OCC1=CC=CC=C1)=O (2R,3S,4S)-1-(4-allylpiperazin-1-yl)-2,3,4-tribenzyloxy-4-[(4R,5R)-4-(benzyloxymethyl)-2,2,5-trimethyl-1,3-dioxolane-4-yl]butan-1-one